2-(2-(2-(Benzyloxy)ethyl)-1,3-dithiolan-2-yl)ethyl 4-methylbenzenesulfonate CC1=CC=C(C=C1)S(=O)(=O)OCCC1(SCCS1)CCOCC1=CC=CC=C1